CC(CC)(C)C1=CC(=NO1)N 5-(1,1-dimethylpropyl)isoxazol-3-amine